BrC=1C=CC2=C(N=C(S2)C2C[C@@H]3[C@@H](CN(C3)C)C2)C1 5-bromo-2-((3aR,5s,6aS)-2-methyloctahydrocyclopenta[c]Pyrrol-5-yl)benzo[d]thiazole